C(C)(=O)NC1=C(C=NC(=C1)NS(NC)(=O)=O)/C=C/C(=O)N(CC=1OC2=C(C1C)C=CC=C2)C (E)-3-(4-acetamido-6-((N-methylsulfamoyl)amino)pyridin-3-yl)-N-methyl-N-((3-methylbenzofuran-2-yl)methyl)acrylamide